C(C)OC(=O)C=1C(=NC(=C(C1)C)Br)C1=NC2=C(N1C)C=CC(=C2)SC(F)(F)F 6-bromo-5-methyl-2-[1-methyl-5-(trifluoromethylthio)benzimidazol-2-yl]pyridine-3-carboxylic acid ethyl ester